(2,3-dihydro-1H-pyrrolo[2,3-b]pyridin-5-yl)-8-(2,6-dimethylpyridin-4-yl)imidazo[1,2-c]pyrimidin-5-amine N1CCC=2C1=NC=C(C2)C=2N=C1N(C(=NC=C1C1=CC(=NC(=C1)C)C)N)C2